(Z)-3-(3-(3-(pentafluorosulfanyl)-5-(trifluoromethyl)phenyl)-1H-1,2,4-triazol-1-yl)-N'-propionylacrylic acid hydrazide FS(C=1C=C(C=C(C1)C(F)(F)F)C1=NN(C=N1)\C=C/C(=O)NNC(CC)=O)(F)(F)(F)F